5-chloro-2-[[6-chloro-3-(morpholine-4-carbonyl)-4-quinolinyl]amino]benzoic acid ClC=1C=CC(=C(C(=O)O)C1)NC1=C(C=NC2=CC=C(C=C12)Cl)C(=O)N1CCOCC1